2-amino-1-(3-((4-fluorophenyl)amino)-8,8-dimethyl-2-(3,4,5-trifluorophenyl)-5,6-dihydroimidazo[1,2-a]pyrazin-7(8H)-yl)-3-hydroxybutan-1-one NC(C(=O)N1C(C=2N(CC1)C(=C(N2)C2=CC(=C(C(=C2)F)F)F)NC2=CC=C(C=C2)F)(C)C)C(C)O